5,5-Dimethyl-3-[6-mono({4-methyl-3-[(trifluoromethyl)oxy]phenyl}oxy)-3-pyridinyl]-2,4-imidazolidinedione CC1(C(N(C(N1)=O)C=1C=NC(=CC1)OC1=CC(=C(C=C1)C)OC(F)(F)F)=O)C